C1(CC1)C1=NN(C=C1C1=NC(=C(C=C1)F)C)[C@@H]1C[C@H](C1)COC=1C=C2C(N(C(C2=CC1)=O)C1C(NC(CC1)=O)=O)=O 5-((trans-3-(3-cyclopropyl-4-(5-fluoro-6-methylpyridin-2-yl)-1H-pyrazol-1-yl)cyclobutyl)methoxy)-2-(2,6-dioxopiperidin-3-yl)isoindoline-1,3-dione